BrC=1C=C(C=CC1F)C1=NN(C(=C1CC1=CC(=C(C=C1)S(N)(=O)=O)F)CC1CC1)C=1SC=C(N1)C(=O)OCC ethyl 2-[3-(3-bromo-4-fluorophenyl)-5-(cyclopropylmethyl)-4-[(3-fluoro-4-sulfamoylphenyl) methyl] pyrazol-1-yl]-1,3-thiazole-4-carboxylate